NC=1N=CC=C2C(=CN=CC12)NC(C(=O)N1[C@H](CC[C@@H](C1)C)C=1C=CC2=C(N=C(S2)C(CN(C)C)C)C1)=O N-(8-amino-2,7-naphthyridin-4-yl)-2-((2R,5S)-2-(2-(1-(dimethylamino)propan-2-yl)benzo[d]thiazol-5-yl)-5-methylpiperidin-1-yl)-2-oxoacetamide